2-amino-N-((1R)-4-hydroxy-2,3-dihydro-1H-inden-1-yl)-3-methyl-N-((5-(trifluoromethyl)-2-pyridinyl)methyl)-6-quinolinecarboxamide NC1=NC2=CC=C(C=C2C=C1C)C(=O)N(CC1=NC=C(C=C1)C(F)(F)F)[C@@H]1CCC2=C(C=CC=C12)O